COC1=C(C=NC(=C1)C(F)(F)F)C1(CC1)C(=O)OC(C)(C)C tert-butyl 1-[4-methoxy-6-(trifluoromethyl)pyridin-3-yl]cyclopropane-1-carboxylate